(2S)-2-(6-chloro-4-methyl-1,1-dioxido-3,4-dihydro-2H-benzo[e][1,2]thiazin-2-yl)-3-(6-fluoro-2,3-dimethylphenyl)butanoic acid ClC=1C=CC2=C(C(CN(S2(=O)=O)[C@H](C(=O)O)C(C)C2=C(C(=CC=C2F)C)C)C)C1